FC1=CC=C(C=C1)C(CC1(OCCC1)C1=CC=CC=C1)=O 1-(4-fluorophenyl)-2-(2-phenyltetrahydrofuran-2-yl)ethan-1-one